ClC=1C(=CC=C2C(=C(N3C(C12)=NC=N3)C(=O)NCC(=O)O)O)C3=CC=CC=C3 (10-chloro-6-hydroxy-9-phenyl-[1,2,4]triazolo[5,1-a]isoquinoline-5-carbonyl)glycine